6-chloro-N-[5-(2-fluoroethyl)-4,6-dimethoxy-pyrimidin-2-yl]-1H-indole-3-sulfonamide ClC1=CC=C2C(=CNC2=C1)S(=O)(=O)NC1=NC(=C(C(=N1)OC)CCF)OC